CN1CC[C@@H]2[C@H]1CNCC2 (3aR,7aS)-1-Methyl-2,3,3a,4,5,6,7,7a-octahydropyrrolo[2,3-c]pyridine